N-[(1S,2S)-2-hydroxycyclohexyl]4-methyl-3-{[(pyrazolo[5,1-b][1,3]thiazol-7-yl)methyl]amino}benzamide O[C@@H]1[C@H](CCCC1)NC(C1=CC(=C(C=C1)C)NCC=1C=NN2C1SC=C2)=O